(S)-4-(2,2-difluoro-7-((5-methoxy-7-methyl-1H-indol-4-yl)methyl)-7-azaspiro[3.5]nonan-6-yl)-N-((1-methylazetidin-3-yl)methyl)benzamide FC1(CC2(C1)C[C@H](N(CC2)CC2=C1C=CNC1=C(C=C2OC)C)C2=CC=C(C(=O)NCC1CN(C1)C)C=C2)F